1-(2-(3-cyclopentylpropoxy)-4-nitrophenyl)-4-methylpiperazine C1(CCCC1)CCCOC1=C(C=CC(=C1)[N+](=O)[O-])N1CCN(CC1)C